carboxyethylsilanetriol C(=O)(O)CC[Si](O)(O)O